(3-cyclopropyl-5-(trifluoromethyl)pyridin-2-yl)piperazine hydrochloride Cl.C1(CC1)C=1C(=NC=C(C1)C(F)(F)F)N1CCNCC1